NC1=CC=CC(=N1)S(=O)(=O)NC(=O)C=1C(=NC(=CC1)C1=NC(=CC=C1)OCC(C)(C)C)N1C(C[C@@H](C1)C)(C)C N-[(6-Amino-2-pyridyl)sulfonyl]-6-[6-(2,2-dimethylpropoxy)-2-pyridyl]-2-[(4S)-2,2,4-trimethylpyrrolidin-1-yl]pyridin-3-carboxamid